The molecule is a simplest member of the class of isoflavones that is 4H-chromen-4-one in which the hydrogen at position 3 is replaced by a phenyl group. C1=CC=C(C=C1)C2=COC3=CC=CC=C3C2=O